gold-iron oxide [O-2].[Fe+2].[Au+3]